5-(tert-butoxy)naphthalen C(C)(C)(C)OC1=C2C=CC=CC2=CC=C1